C1(CCCC1)[SiH](O[SiH](C1CCCC1)C1CCCC1)C1CCCC1 1,1,3,3-tetracyclopentyldisiloxane